(2-{[1-(3-fluoropyridin-2-yl)ethyl]amino}-1,3-thiazol-5-yl)[(3R)-3-methyl[1,4'-bipiperidine]-1'-yl]methanone FC=1C(=NC=CC1)C(C)NC=1SC(=CN1)C(=O)N1CCC(CC1)N1C[C@@H](CCC1)C